CC=1C=C(N)C=C(C1CCCCC)C 3,5-dimethyl-4-pentylaniline